butyl 4-(4-aminopiperazin-1-yl)-3,3-difluoropiperidine-1-carboxylate NN1CCN(CC1)C1C(CN(CC1)C(=O)OCCCC)(F)F